C(C)(C)(C)C1=CC(=NN1CC(F)F)NC=1N(C=2C(=NC=C(C2Cl)OC=2C=NN3C2C=NC=C3)N1)C N-(5-(tert-butyl)-1-(2,2-difluoroethyl)-1H-pyrazol-3-yl)-7-chloro-1-methyl-6-(pyrazolo[1,5-a]pyrazin-3-yloxy)-1H-imidazo[4,5-b]pyridin-2-amine